FC1(CNC1)C1=C(C=CC=C1)F 3-fluoro-3-(2-fluorophenyl)azetidine